(1s,4s)-4-(8-(2-chloro-4-(trifluoromethyl)phenylamino)-2-(tetrahydro-2H-pyran-4-ylamino)-9H-purin-9-yl)cyclohexanecarboxamide ClC1=C(C=CC(=C1)C(F)(F)F)NC=1N(C2=NC(=NC=C2N1)NC1CCOCC1)C1CCC(CC1)C(=O)N